9-([1,1'-biphenyl]-3-yl)-9H-carbazole C1(=CC(=CC=C1)N1C2=CC=CC=C2C=2C=CC=CC12)C1=CC=CC=C1